(1-methoxypropan-2-yl)piperidine COCC(C)N1CCCCC1